C(C)N(CC(=O)N1CCC(CC1)C=1C=NC(=CC1)C1=NNC(=C1CC(F)(F)F)C=1C=C(C=2N(C1)N=CN2)OC)CC 2-(diethylamino)-1-(4-(6-(5-(8-methoxy-[1,2,4]triazolo[1,5-a]pyridin-6-yl)-4-(2,2,2-trifluoroethyl)-1H-pyrazol-3-yl)pyridin-3-yl)piperidin-1-yl)ethan-1-one